ClC1=C2N=CC=NC2=CC=C1C1=NNC2=NC(=CN=C21)N2C[C@@H]1[C@]([C@@H]1CC2)(C2=C(C=CC=C2)F)CN ((1S,6R,7R)-3-(3-(5-chloroquinoxalin-6-yl)-1H-pyrazolo[3,4-b]pyrazin-6-yl)-7-(2-fluorophenyl)-3-azabicyclo[4.1.0]heptan-7-yl)methanamine